BrC=1C(=C2CCC3(C(NC(O3)=O)=O)C2=CC1)F 5-bromo-4-fluoro-2,3-dihydrospiro[indene-1,5'-oxazolidine]-2',4'-dione